CC(CO)(C)C=1SC=CC1 2-methyl-2-(2-thienyl)propan-1-ol